6-chloro-N1,N4-dimethyl-N4-(3-pyridinyl)benzene-1,2,4-triamine ClC=1C=C(C=C(C1NC)N)N(C=1C=NC=CC1)C